2-chloro-9-cyclopentyl-7,7-difluoro-5-methyl-5,7,8,9-tetrahydro-6H-pyrimido[4,5-b][1,4]diazepine ClC=1N=CC2=C(N(CC(CN2C)(F)F)C2CCCC2)N1